5-((1-((2-((N-ethylsulfamoyl)amino)pyridin-4-yl)methyl)azetidin-3-yl)amino)-N,6-dimethylpicolinamide C(C)NS(=O)(=O)NC1=NC=CC(=C1)CN1CC(C1)NC=1C=CC(=NC1C)C(=O)NC